(5-chloro-6-(2H-1,2,3-triazol-2-yl)-pyridin-3-yl)-5-cyclopropyl-1-(2-oxo-1,2-dihydrobenzo[cd]indol-6-yl)-1H-pyrazole-4-carboxamide ClC=1C=C(C=NC1N1N=CC=N1)C1=NN(C(=C1C(=O)N)C1CC1)C=1C=2C3=C(C(NC3=CC1)=O)C=CC2